N-benzyl-3-bromo-5-chlorothieno[3,2-b]pyridin-7-amine trifluoroacetate FC(C(=O)O)(F)F.C(C1=CC=CC=C1)NC1=C2C(=NC(=C1)Cl)C(=CS2)Br